C1(=CC=CC=C1)P(=O)(CCCP(C1=CC=CC=C1)C1=CC=CC=C1)C1=CC=CC=C1 3-diphenylphosphinylpropyl-(diphenyl)phosphine